3-(4-((4-(2-(3-azaspiro[5.5]undecan-3-yl)ethyl)benzyl)thio)-1-oxoisoindolin-2-yl)piperidine-2,6-dione C1CN(CCC12CCCCC2)CCC2=CC=C(CSC1=C3CN(C(C3=CC=C1)=O)C1C(NC(CC1)=O)=O)C=C2